3-(5-Benzylpyrimidin-2-yl)pyrrolidine-1-carboxylic acid tert-butyl ester C(C)(C)(C)OC(=O)N1CC(CC1)C1=NC=C(C=N1)CC1=CC=CC=C1